C1(=CC=CC=C1)SCC(=O)OCC ethyl (phenylthio)acetate